4-chloro-6-(4-fluorophenyl)pyridin-2-amine ClC1=CC(=NC(=C1)C1=CC=C(C=C1)F)N